4-chloro-1-isopropyl-6-(2-methoxyethyl)-1H-pyrazolo[3,4-d]pyrimidine ClC1=C2C(=NC(=N1)CCOC)N(N=C2)C(C)C